ClC1=CC=C2C(=N1)N=CN2C 5-chloro-1-methylimidazo[4,5-b]pyridine